(3Z)-1-(3-fluoropropyl)-3-[[4-(4,4,5,5-tetramethyl-1,3,2-dioxaborolan-2-yl)phenyl]methylene]pyrrolidine FCCCN1C\C(\CC1)=C/C1=CC=C(C=C1)B1OC(C(O1)(C)C)(C)C